[2,4,6-trimethylphenyl]iodonium triflate [O-]S(=O)(=O)C(F)(F)F.CC1=C(C(=CC(=C1)C)C)[IH+]